2-(7-bromo-6-fluoro-2,3-dihydrobenzofuran-5-yl)-N4,6-dimethyl-pyrimidine-2,4-diamine BrC1=C(C(=CC=2CCOC21)C2(NC(=CC(=N2)NC)C)N)F